C1(C=CC1)CCC(=O)O 3-(2-cyclobuten-1-yl)propionic acid